C(#N)C=1C(=NC(=NC1)NC1=C(C=C(C=C1)N1CCC(CC1)N(C1COCC1)C)NC(C=C)=O)NC1=C(C=CC=C1)OC(C)C N-(2-((5-cyano-4-((2-isopropoxyphenyl)amino)pyrimidin-2-yl)amino)-5-(4-(methyl(tetrahydrofuran-3-yl)amino)piperidin-1-yl)phenyl)acrylamide